C(C=C)(=O)N1C(CN(CC1)C1=NC=NC2=CC(=C(C=C12)Cl)C1=CC=CC=C1)C(=O)N 1-acryloyl-4-(6-chloro-7-phenylquinazolin-4-yl)piperazine-2-carboxamide